NC1=CC=C(C=2N1C(=CN2)C(=O)O)I.CC2(OB(OC2(C)C)C2=CC=C1C(C=COC1=C2)=O)C 7-(4,4,5,5-tetramethyl-1,3,2-dioxaborolan-2-yl)chromen-4-one 5-amino-8-iodoimidazo[1,2-a]pyridine-3-carboxylate